CC1=C(C=CC(=C1)C)S(=O)(=O)[O-].[Sb+3].CC1=C(C=CC(=C1)C)S(=O)(=O)[O-].CC1=C(C=CC(=C1)C)S(=O)(=O)[O-] antimony 2,4-dimethylbenzenesulfonate